rac-methyl (5aR,6S,7R,8aR)-5a-(4-bromophenyl)-3-chloro-8a-hydroxy-8-oxo-6-phenyl-5a,7,8,8a-tetrahydro-6H-cyclopenta[4,5]furo[3,2-b]pyridine-7-carboxylate BrC1=CC=C(C=C1)[C@]12[C@](C3=NC=C(C=C3O1)Cl)(C([C@@H]([C@H]2C2=CC=CC=C2)C(=O)OC)=O)O |r|